C(OC)(OCC(C(F)(F)F)(F)F)=O methyl pentafluoropropyl carbonate